4-nitrobenzo[1,2,5]oxadiazole [N+](=O)([O-])C1=CC=CC=2C1=NON2